(2R)-2-(2-chlorophenyl)-2-hydroxy-1-[2-(1H-indazole-6-sulfonyl)-4H,6H-pyrrolo[3,4-c]pyrazol-5-yl]ethanone ClC1=C(C=CC=C1)[C@H](C(=O)N1CC2=NN(C=C2C1)S(=O)(=O)C1=CC=C2C=NNC2=C1)O